(R)-2-(1-cyclopropyl-2-hydroxyethyl)-7-(4-(5-methyl-1,3,4-oxadiazol-2-yl)phenyl)isoindolin-1-one C1(CC1)[C@H](CO)N1C(C2=C(C=CC=C2C1)C1=CC=C(C=C1)C=1OC(=NN1)C)=O